4-(benzo[d]oxazol-2(3H)-one-5-yl)-N2-(6-dimethylaminopyridin-3-yl)-5-methylpyrimidine-2,4-diamine O1C(NC2=C1C=CC(=C2)C2(NC(=NC=C2C)NC=2C=NC(=CC2)N(C)C)N)=O